FC(C(C(C(C(C(C(C(C(C(C(F)(F)F)(F)F)(F)F)(F)F)(F)F)(F)F)(F)F)(F)F)(F)F)(F)F)(F)S perfluoroundecyl mercaptan